CC1(COCCC1O)NC 3-methyl-3-(methylamino)tetrahydro-2H-pyran-4-ol